2-chloro-5-(trifluoromethoxy)-1H-indole-3-carboxaldehyde ClC=1NC2=CC=C(C=C2C1C=O)OC(F)(F)F